CC(C(=O)N1[C@H](COC2=C(C1)C=CC(=C2)C#N)C)(C)C (3S)-4-(2,2-dimethylpropanoyl)-3-methyl-3,5-dihydro-2H-1,4-benzoxazepine-8-carbonitrile